7a-(4-chlorophenyl)-6-((dimethylamino)methyl)-4-methoxy-7-phenyl-5,6,7,7a-tetrahydro-4bH-cyclopenta[4,5]furo[2,3-c]pyridine-4b,5-diol ClC1=CC=C(C=C1)C12C(C3=C(C=NC=C3OC)O1)(C(C(C2C2=CC=CC=C2)CN(C)C)O)O